BrC=1C=C(C2=C(NC(O2)=O)C1)F 5-bromo-7-fluorobenzo[d]oxazol-2(3H)-one